O1[C@@H](COC2=NC=CC=C21)CN2N=C1C3=C(CCC1=C2)OC(=C3C)C(=O)NC[C@H]3OCCC3 |&1:1| 2-[(2R/S)-2,3-dihydro[1,4]dioxino[2,3-b]pyridin-2-ylmethyl]-8-methyl-N-[(2S)-tetrahydrofuran-2-ylmethyl]-4,5-dihydro-2H-furo[2,3-g]indazole-7-carboxamide